(2S,3R)-2-((((9H-Fluoren-9-yl)methoxy)carbonyl)amino)-3-(pyridin-4-yl)butanoic acid C1=CC=CC=2C3=CC=CC=C3C(C12)COC(=O)N[C@H](C(=O)O)[C@H](C)C1=CC=NC=C1